(1R,5S,6r)-6-(1-isopropyl-3-(4-(trifluoromethyl)cyclohexyl)-1H-1,2,4-triazol-5-yl)bicyclo[3.1.0]hexan-3-ol C(C)(C)N1N=C(N=C1C1[C@H]2CC(C[C@@H]12)O)C1CCC(CC1)C(F)(F)F